3-[(2-Fluorophenoxypropylthio)methyl]-1H-1,2,4-triazol-5(4H)-one FC1=C(OCCCSCC2=NNC(N2)=O)C=CC=C1